C(C=C)(=O)OCCCCCCCCCCC1=C(C(C(=O)O)=CC=C1C(=O)O)C(=O)O acryloxydecyl-trimellitic acid